OC1=C(C=CC=C1)C(=CC1=NC=CC=C1)C1=C(C=CC=C1)O 2-(2,2-bis(2-hydroxyphenyl)vinyl)-pyridine